CC(=C)CC(=C)C 2,4-Dimethyl-1,4-pentadiene